3-(2-fluoro-5-((5-fluoro-2,3-dihydro-4H-benzo[b][1,4]oxazin-4-yl)methyl)-4-methoxyphenyl)-2,4-dioxo-1H-thieno[3,4-d]pyrimidine-5-carboxylic acid FC1=C(C=C(C(=C1)OC)CN1C2=C(OCC1)C=CC=C2F)N2C(NC=1C(C2=O)=C(SC1)C(=O)O)=O